FC=1C=C(C=C(C1)C(N[C@H]1[C@@H](C(OC2=CC=CC=C12)(C)C)O)=O)CN1C(NC(CC1=O)(C)C)=[NH2+] [1-[[3-fluoro-5-[[(3S,4R)-3-hydroxy-2,2-dimethyl-chroman-4-yl]carbamoyl]phenyl]methyl]-4,4-dimethyl-6-oxo-hexahydropyrimidin-2-ylidene]ammonium